4-((2-(2-methoxyethoxy)ethyl)amino)phenethylcarbamic acid tert-butyl ester C(C)(C)(C)OC(NCCC1=CC=C(C=C1)NCCOCCOC)=O